crotonyl-(crotyl) glycidyl ether C(C1CO1)OC(C=CC)C(\C=C\C)=O